tert-butyl (2-(2-(bromomethyl)-5-fluorophenoxy)ethyl)carbamate BrCC1=C(OCCNC(OC(C)(C)C)=O)C=C(C=C1)F